BrC1=CC=C(C=O)C=C1 4-Bromobenzaldehyde